ClCC=1C=C(C=CC1C)[C@H](CC(=O)OCC)C1=C(C2=C(N(N=N2)C)C=C1)C (S)-Ethyl 3-(3-(chloromethyl)-4-methylphenyl)-3-(1,4-dimethyl-1H-benzo[d][1,2,3]triazol-5-yl)propanoate